FC(C)(C)C=1C=2N(N=CC1C(=O)N)C=C(N2)C 8-(2-fluoroprop-2-yl)-2-methylimidazo[1,2-b]Pyridazine-7-carboxamide